FC1=C(C=C(C(=C1)OC)N(CC=1C=CC=C2C=CN(CC12)C)C)N 4-fluoro-6-methoxy-N1-methyl-N1-((2-methyl-1H-isoquinolin-8-yl)methyl)benzene-1,3-diamine